3-(7-(((R)-1-(pyridin-3-yl)ethyl)amino)quinazolin-2-yl)urea N1=CC(=CC=C1)[C@@H](C)NC1=CC=C2C=NC(=NC2=C1)NC(N)=O